1,6-bis(3-ethyl-3-oxetanyl-methoxy)hexane C(C)C1(COC1)COCCCCCCOCC1(COC1)CC